6-((5-((3S,4S)-4-amino-3-methyl-2-oxa-8-azaspiro[4.5]decan-8-yl)pyrazin-2-yl)thio)-5-chloro-3-((2-chloropyridin-4-yl)methyl)quinazolin-4(3H)-one N[C@@H]1[C@@H](OCC12CCN(CC2)C=2N=CC(=NC2)SC=2C(=C1C(N(C=NC1=CC2)CC2=CC(=NC=C2)Cl)=O)Cl)C